Cl.N[C@@H]1CN(CCC1)C1=CC(=NC=C1C1=CN=C(S1)C1CCN(CC1)C)NC1=NC(=NC=C1)C1=C(C=CC=C1OC)F (S)-N-(4-(3-aminopiperidin-1-yl)-5-(2-(1-methylpiperidin-4-yl)thiazol-5-yl)pyridin-2-yl)-2-(2-fluoro-6-methoxyphenyl)pyrimidin-4-amine hydrochloride